3-((4-fluoropyridin-3-yl)methyl)urea FC1=C(C=NC=C1)CNC(N)=O